5-((1-Methyl-1H-pyrazol-3-yl)amino)-1,3,4-thiadiazole-2-carboxylic acid CN1N=C(C=C1)NC1=NN=C(S1)C(=O)O